C(#N)C1=CC=C(CN([C@@H](C(C)C)C(=O)O)C(=O)C=2C=CC3=C(B(OC3)O)C2C)C=C1.CC1=CC=C(C=C1)C1=CC(=NN1C1=CC=C(C=C1)S(=O)(=O)N)C(F)(F)F 4-[5-(4-Methylphenyl)-3-(trifluoromethyl)pyrazol-1-yl]benzenesulfonamide 4-cyanobenzyl-(1-hydroxy-7-methyl-1,3-dihydrobenzo[c][1,2]oxaborole-6-carbonyl)-L-valinate